C(CCCCCCCCCCCCCCC)(=O)OC[C@@H](OC(CCCCCCCCCCCCCCC)=O)COP(=O)(O)OCCN 1,2-dihexadecanoyl-sn-glycero-3-phosphoethanolamin